N,1-dimethyl-4,5,6,7-tetrahydro-2-benzothiophen-5-amine hydrochloride salt Cl.CNC1CC=2C(=C(SC2)C)CC1